(Z)-6-(2,4-dichlorophenyl)-5-(4-((1-(3-fluoropropyl)pyrrolidin-3-ylidene)methyl)phenyl)-7,8-dihydronaphthalene-2-carboxylic acid, hydrochloride Cl.ClC1=C(C=CC(=C1)Cl)C1=C(C=2C=CC(=CC2CC1)C(=O)O)C1=CC=C(C=C1)\C=C\1/CN(CC1)CCCF